3',4',5'-trimethoxyacetophenone COC=1C=C(C=C(C1OC)OC)C(C)=O